mono-[2-(2-methoxy-ethoxy)-ethyl] succinate C(CCC(=O)[O-])(=O)OCCOCCOC